2-(4-(3-(1-(5-chloropyrimidin-2-yl)piperidin-4-yl)propoxy)-2-fluorophenyl)-1-(3,3-difluoro-1-((2S,3S,4R)-2,3,4,5-tetrahydroxypentyl)-1,6-diazaspiro[3.3]heptan-6-yl)ethan-1-one ClC=1C=NC(=NC1)N1CCC(CC1)CCCOC1=CC(=C(C=C1)CC(=O)N1CC2(C(CN2C[C@@H]([C@@H]([C@@H](CO)O)O)O)(F)F)C1)F